CN(CCOC=1C=2N(C=C(C1)C=1N=NN(C1C)C1CCN(CC1)C(C=C)=O)N=CC2C#N)C 4-[2-(dimethylamino)ethoxy]-6-[5-methyl-1-(1-prop-2-enoyl-4-piperidyl)triazol-4-yl]pyrazolo[1,5-a]pyridine-3-carbonitrile